CC(CC1=CC=CC=C1)(C)C(C(=O)O)CC.C(C)(OC(C1=CC=CC=C1)(C)C)(O)O dimethylbenzyl orthoacetate (2-methyl-1-phenylpropan-2-yl butyrate)